CC=1N=COC1C=1C(=NC(=NC1)O)O 5-(4-methyloxazol-5-yl)pyrimidine-2,4-diol